C\C(=C/C1=CC=C(C=C1)O)\CCC=C(C)C (E)-4-(2,6-Dimethylhepta-1,5-dienyl)phenol